(4-Chloro-1-(4-piperidinyl)-2-N-[3-pyridinyl]-1H-pyrazol-4-yl)-1H-pyrazole-3-carboxyamide ClC1(CN(N(C1)C1CCNCC1)C=1C=NC=CC1)N1N=C(C=C1)CC(=O)N